O.O.O.[Ir](Cl)(Cl)Cl Iridium(III) chloride trihydrate